tert-butyl (3S)-3-[4-(3-cyano-4-phenylsulfanyl-pyrazolo[1,5-a]pyridin-6-yl)pyrazol-1-yl]piperidine-1-carboxylate C(#N)C=1C=NN2C1C(=CC(=C2)C=2C=NN(C2)[C@@H]2CN(CCC2)C(=O)OC(C)(C)C)SC2=CC=CC=C2